[N-](S(=O)(=O)C(F)(F)F)S(=O)(=O)C(F)(F)F.C(CCC)N1C(=[N+](C=C1)C)C 1-butyl-2,3-dimethylimidazolium bis(trifluoromethylsulfonyl)imide